C(C1=CC=CC=C1)OC1=C2C=C(NC2=CC(=C1)C)C(=O)O 4-(benzyloxy)-6-methylindole-2-carboxylic acid